gamma-aminobutyric acid trifluoroacetate FC(C(=O)O)(F)F.NCCCC(=O)O